1-(5-{4-[5-hydroxy-5-(trifluoromethyl)-4,5-dihydro-1,2-oxazol-3-yl]benzyl}-2-thienyl)ethanone OC1(CC(=NO1)C1=CC=C(CC2=CC=C(S2)C(C)=O)C=C1)C(F)(F)F